2-Methyl-1,3-PropaneDiol 2,4-di-t-amyl-6-(1-(3,5-di-t-amyl-2-hydroxyphenyl)ethyl)phenylacrylate C(C)(C)(CC)C1=C(C(=CC(=C1)C(C)(C)CC)C(C)C1=C(C(=CC(=C1)C(C)(C)CC)C(C)(C)CC)O)C(C(=O)OCC(CO)C)=C